1,1-bis(3'-indolyl)-1-(3-chloro-4-hydroxyphenyl)methane C1=CC=C2C(=C1)C=CN2C(C3=CC(=C(C=C3)O)Cl)N4C=CC5=CC=CC=C54